ClC=1C=NC(=CC1)Cl 3,6-dichloropyridine